COC([C@H](C[C@@H](C(=O)OC)CCN)NC(=O)OC(C)(C)C)=O (2S,4S)-2-((t-butoxycarbonyl)amino)-4-(aminoethyl)glutaric acid dimethyl ester